COC(C(C(=O)OC)[C@@H](C[N+](=O)[O-])C1=NC=C(C=C1F)OC)=O |o1:8| (S*)-2-[1-(3-fluoro-5-methoxypyridin-2-yl)-2-nitroethyl]malonic acid dimethyl ester